hydroxyPinacol OCC(O)(C)C(C)(C)O